2-hydroxy-3-mercaptopropylether OC(COCC(CS)O)CS